BrC1=CC(=CC(=N1)[C@]1(CC(=NO1)C1=CC(=C(C(=O)NCC(NCC(F)(F)F)=O)C=C1)C)C(F)(F)F)C(F)(F)F |o1:7| rel-(R)-4-(5-(6-bromo-4-(trifluoromethyl)pyridin-2-yl)-5-(trifluoromethyl)-4,5-dihydroisoxazol-3-yl)-2-methyl-N-(2-oxo-2-((2,2,2-trifluoroethyl)amino)ethyl)benzamide